N[C@H](C)C=1SC(=CN1)C(=O)NC1=NC=C(C(=C1)C(F)(F)F)Cl 2-((1R)-1-aminoethyl)-N-(5-chloro-4-(trifluoromethyl)pyridin-2-yl)-1,3-thiazole-5-carboxamide